CC1(OC2=C(O1)C=CC=C2C2CCNCC2)C2=CC(=CC=C2)C(F)(F)F 4-{2-methyl-2-[3-(trifluoromethyl)phenyl]-1,3-benzodioxol-4-yl}piperidin